ClC=1C=C(C=C(C1)Cl)C1(CC(=NO1)C1=CC(=C(C(=O)N=S(=O)(C)CCC(=O)OC)C=C1)C)C(F)(F)F methyl 3-(N-(4-(5-(3,5-dichlorophenyl)-5-(trifluoromethyl)-4,5-dihydroisoxazol-3-yl)-2-methylbenzoyl)-S-methylsulfonimidoyl)propanoate